ClC1=C(C(=NC(=N1)OC[C@]12CCCN2C[C@@H](C1)F)N(C)C(C)C=1C(=NC=CC1)NCC1=CC=C(C=C1)OC)F 6-chloro-5-fluoro-2-(((2R,7aS)-2-fluorotetrahydro-1H-pyrrolizin-7a(5H)-yl)methoxy)-N-(1-(2-((4-methoxybenzyl)amino)pyridin-3-yl)ethyl)-N-methylpyrimidin-4-amine